C(C)(C)(C)OC(=O)NCC(C(=O)O)C1=CC=C(C=C1)NC(=O)OC(C)(C)C 3-[(tert-butoxycarbonyl)amino]-2-{4-[(tert-butoxycarbonyl)amino]phenyl}propanoic acid